2-(((2R)-2-(pyrrolidin-1-yl)cyclopentyl)thio)-1,4-dihydroquinazoline dihydrochloride Cl.Cl.N1(CCCC1)[C@H]1C(CCC1)SC=1NC2=CC=CC=C2CN1